1-(2-diethylaminoethyl)-5-mercaptotetrazole C(C)N(CCN1N=NN=C1S)CC